Methylenebis[6-(α,α-dimethylbenzyl)-4-nonylphenol] C(C1=C(C(=CC(=C1)CCCCCCCCC)C(C1=CC=CC=C1)(C)C)O)C1=C(C(=CC(=C1)CCCCCCCCC)C(C1=CC=CC=C1)(C)C)O